CN1C(N(C2=C1C(=CC=C2)C2CC1(CO1)C2)COCC[Si](C)(C)C)=O 3-Methyl-4-(1-oxaspiro[2.3]hexan-5-yl)-1-(2-trimethylsilylethoxymethyl)benzimidazol-2-one